1-(3,5-Diphenyl-1H-pyrazolyl)but-3-enone C1(=CC=CC=C1)C1=NN(C(=C1)C1=CC=CC=C1)CC(C=C)=O